O1N=C(C=C1)NC(C[N+]1(CCCCCC1)CC(=O)NC1=C(SC=C1)C(=O)OC)=O 1-(2-(isoxazol-3-ylamino)-2-oxoethyl)-1-(2-((2-(methoxycarbonyl)thiophen-3-yl)amino)-2-oxoethyl)azepan-1-ium